7-(((((S)-1-oxo-1-propoxypropan-2-yl)amino)(phenoxy)phosphoryl)methyl)-2-naphthoic acid O=C([C@H](C)NP(=O)(OC1=CC=CC=C1)CC1=CC=C2C=CC(=CC2=C1)C(=O)O)OCCC